4-bromo-5-(4-((tert-butyldimethylsilyl)oxy)butoxy)-1-methyl-1H-pyrazole BrC=1C=NN(C1OCCCCO[Si](C)(C)C(C)(C)C)C